Cl.ClC1=CC=C(C=C1)IC1=CC=C(C=C1)Cl bis(p-chlorophenyl)iodine Hydrochloride